[3-(4-piperidinyl)phenyl]acetic acid methyl ester COC(CC1=CC(=CC=C1)C1CCNCC1)=O